CN1C(N(CC1)CCCNC1=NC(=NC=C1C(F)(F)F)NC=1C(=NN(C1)C1C(CNCC1)CC)C)=O 1-methyl-3-(3-((2-((3-methyl-1-(l-m-ethylpiperidin-4-yl)-1H-pyrazol-4-yl)amino)-5-(trifluoromethyl)pyrimidin-4-yl)amino)propyl)imidazolidin-2-one